2,5-diazaspiro[3.4]-octane-6-one C1NCC12NC(CC2)=O